NC1=NNC2=CC=C(C=C12)C1=CC(=NC=C1)C(C(=O)N)C1CCCCC1 (4-(3-amino-1H-indazol-5-yl)pyridin-2-yl)-2-cyclohexylacetamide